methyl 2-((3-((1-(4-chlorophenyl)-2-oxo-2-(6-(trifluoromethoxy)indolin-1-yl)ethyl)amino)-5-methoxyphenoxy)methyl)-trans-2-fluorocyclopropanecarboxylate ClC1=CC=C(C=C1)C(C(N1CCC2=CC=C(C=C12)OC(F)(F)F)=O)NC=1C=C(OC[C@@]2([C@@H](C2)C(=O)OC)F)C=C(C1)OC